(S)-6-Chloro-1-(4-(difluoromethyl)-6-(3-methoxytetrahydrofuran-3-yl)pyridin-2-yl)-3-methyl-1H-pyrazolo[4,3-c]pyridine ClC1=CC2=C(C=N1)C(=NN2C2=NC(=CC(=C2)C(F)F)[C@@]2(COCC2)OC)C